3-amino-4-(piperidin-4-yl)-1-(4-((4-(trifluoromethyl)pyridin-2-yl)carbamoyl)phenyl)-1H-pyrrole-2-carboxamide NC1=C(N(C=C1C1CCNCC1)C1=CC=C(C=C1)C(NC1=NC=CC(=C1)C(F)(F)F)=O)C(=O)N